ClC=1C=C(C=C(C1)C(F)(F)F)C(CC(=O)C1=CC(=C(C(=O)O)C=C1)C)(O)C(F)(F)F 4-[3-(3-chloro-5-trifluoromethylphenyl)-3-trifluoromethyl-3-hydroxy-propionyl]-2-methyl-benzoic acid